CS(=O)(=O)N1C[C@H]([C@@H](CC1)NC1=NN2C(C=N1)=CC=C2C2=NC=CC=C2)O (3R,4R)-1-(methylsulfonyl)-4-((7-(pyridin-2-yl)pyrrolo[2,1-f][1,2,4]triazin-2-yl)amino)piperidin-3-ol